4-[3-[2,6-Dichloro-4-(2-oxa-6-azaspiro[3.3]heptan-6-yl)benzoyl]-2,4-dihydro-1,3-benzoxazin-8-yl]-5-fluoro-2-(3-oxa-8-azabicyclo[3.2.1]octan-8-yl)benzoic acid ClC1=C(C(=O)N2COC3=C(C2)C=CC=C3C3=CC(=C(C(=O)O)C=C3F)N3C2COCC3CC2)C(=CC(=C1)N1CC2(COC2)C1)Cl